CN1C(CCC2=CC(=CC=C12)C1=CN=CC=2CN(CCCC21)C(CC)=O)=O 1-methyl-6-(8-propionyl-6,7,8,9-tetrahydro-5H-pyrido[3,4-c]azepine-4-yl)-3,4-dihydroquinolin-2(1H)-one